N[C@@H](C)C(=O)OC(CCCCCCCCCCCCC)=O.[Na] sodium myristoyl alaninate